2-methyl-2,8-diazaspiro[4.5]decan-1-one CN1C(C2(CC1)CCNCC2)=O